C1(CC1)C(=O)N1CCC2(CC1)CCC(CC2)N(C=2C1=C(N=CN2)NC=C1)C Cyclopropyl-{9-[methyl-(7H-pyrrolo[2,3-d]pyrimidin-4-yl)-amino]-3-aza-spiro[5.5]undec-3-yl}-methanone